4-(4-methoxyphenyl)piperidine COC1=CC=C(C=C1)C1CCNCC1